FC1=NC(=CC(=C1)N)OC 2-fluoro-6-methoxy-pyridin-4-amine